C(C1=CC=CC=C1)OCC(CN1C(=NC2=NC=CC(=C21)C2=NC(=CC=C2)Cl)C)OCC 1-(3-benzyloxy-2-ethoxy-propyl)-7-(6-chloro-2-pyridyl)-2-methyl-imidazo[4,5-b]pyridine